BrC1=CC=2N(C(N(C(C2S1)=O)C=1C=NC=CC1)=O)CCC#N 3-(6-bromo-2,4-dioxo-3-(pyridin-3-yl)-3,4-dihydrothieno[3,2-d]pyrimidin-1(2H)-yl)propanenitrile